C1(CC1)S(=O)(=O)NC1=CC=C(C=C1)C1=C(C(=C(C=C1)S(=O)(=O)C)S(=O)(=O)N)C=1N=NNN1 4'-(Cyclopropanesulfonamido)-4-(methylsulfonyl)-2-(2H-tetrazol-5-yl)-[1,1'-biphenyl]-3-sulfonamide